3-(1,2,3-benzothiadiazol-6-yl)-1-[2-(cyclohex-1-en-1-yl)ethyl]urea S1N=NC2=C1C=C(C=C2)NC(NCCC2=CCCCC2)=O